BrCC=1C=CC(=C(O[C@@H](C(=O)OC)C(C)C)C1)Cl (R)-Methyl 2-(5-(bromomethyl)-2-chlorophenoxy)-3-methylbutanoate